2-[4-[5-Cyano-6-[(2S)-2-methylazetidin-1-yl]-4-(trifluoromethyl)-2-pyridinyl]pyrazol-1-yl]acetic acid C(#N)C=1C(=CC(=NC1N1[C@H](CC1)C)C=1C=NN(C1)CC(=O)O)C(F)(F)F